[Fe](Cl)Cl.ClC1=C(C(=CC(=C1)C)C)N=C(C)C1=NC(=CC=C1)C(C)=NC1=C(C=C(C=C1C)C)Cl 2,6-bis[1-(2-chloro-4,6-dimethylphenylimino)ethyl]pyridine iron (II) dichloride